ClC=1C=C(C=CC1Cl)N1CC(CC1)C=1C(=C(C(=O)O)C=CC1)F (1-(3,4-dichlorophenyl)pyrrolidin-3-yl)-2-fluorobenzoic acid